C(N)(O[C@@H]1CNC[C@@H]([C@H]1OC(C[Si](C)(C)C(C)(C)C)(C)C)C)=O ((3R,4R,5S)-4-{[tert-butyl (dimethyl) silyl]Tert-butyl oxy}-5-methylpiperidin-3-yl) carbamate